2-(6-(4-(2,7-diazaspiro[3.5]nonan-2-yl)phenyl)-4-fluoro-1-oxoisoindolin-2-yl)-2-(6,7-dihydro-5H-pyrrolo[1,2-c]imidazol-1-yl)-N-(thiazol-2-yl)acetamide C1N(CC12CCNCC2)C2=CC=C(C=C2)C2=CC(=C1CN(C(C1=C2)=O)C(C(=O)NC=2SC=CN2)C2=C1N(C=N2)CCC1)F